ClC=1C(=NC(=CC1)C1=C(C(=CC=C1)C(F)(F)F)F)C(=O)OC Methyl 3-chloro-6-(2-fluoro-3-(trifluoromethyl) phenyl)picolinate